ClC1=CC(=CN=N1)CCC(=O)[O-] 3-(6-chloropyridazin-4-yl)propanoate